(methyl-d3)-1,6-dihydropyridine-3-carboxamide C([2H])([2H])([2H])N1C=C(C=CC1)C(=O)N